4-Cyclopropyl-N-(piperidin-4-yl)-N-(4-(trifluoromethyl)phenyl)pyridin-3-amine C1(CC1)C1=C(C=NC=C1)N(C1=CC=C(C=C1)C(F)(F)F)C1CCNCC1